3-(1-oxo-5-(3-((tetrahydro-2H-pyran-2-yl)oxy)prop-1-yn-1-yl)isoindolin-2-yl)piperidine-2,6-dione O=C1N(CC2=CC(=CC=C12)C#CCOC1OCCCC1)C1C(NC(CC1)=O)=O